C(CCCCC)C(CC1CCCCC1)C(C(C(CCC)O)O)CCCCCCCC 2-hexyl-3-octyl-4,5-dihydroxyoctylcyclohexane